N-[[(3aR,6R,6aR)-4-methoxy-2,2-dimethyl-3a,4,6,6a-tetrahydrofuro[3,4-d][1,3]-dioxol-6-yl]methyl]-2-methyl-propanamide COC1O[C@@H]([C@H]2OC(O[C@H]21)(C)C)CNC(C(C)C)=O